5,5,5-Trifluoro-2-methyl-1-pentene-3-yn 2-(hydroxymethyl)cyclopropane-1-carboxylate OCC1C(C1)C(=O)O.FC(C#CC(=C)C)(F)F